N-Ethyl-2-methyl-N-[[4-[5-(trifluoromethyl)-1,2,4-oxadiazol-3-yl]phenyl]methyl]propanamid C(C)N(C(C(C)C)=O)CC1=CC=C(C=C1)C1=NOC(=N1)C(F)(F)F